tributyl-orthoformate C(CCC)OC(OCCCC)OCCCC